D-N-methylcysteine CN[C@@H](CS)C(=O)O